tertiary butyl-aluminum C(C)(C)(C)[Al]